FC=1C=NC=C(C1N1C(N(C=2C=NC=3C=C(C(=CC3C21)C=2N=NN(C2)C)OC)C)=O)OC 1-(3-Fluoro-5-methoxy-pyridin-4-yl)-7-methoxy-3-methyl-8-(1-methyl-1H-1,2,3-triazol-4-yl)-1,3-dihydroimidazo[4,5-c]-quinolin-2-one